BrC1=C(C(=O)OC)C=C(C=C1OCCO[Si](C)(C)C(C)(C)C)NC(=O)OC(C)(C)C methyl 2-bromo-5-(tert-butoxycarbonylamino)-3-[2-[tert-butyl(dimethyl) silyl]oxyethoxy]benzoate